NC1C=2C=CC=CC2CCC=2C=C(C=CC12)OCC(=O)NCCCC 2-[(2-amino-6-tricyclo[9.4.0.03,8]pentadeca-1(11),3(8),4,6,12,14-hexaenyl)oxy]-N-butyl-acetamide